diketoglutarate O=C(CC(C(=O)[O-])=O)C(=O)[O-]